C1(=CC=CC=C1)C1=NC(=CC(N1)=O)C1=CC=CC=C1 2,6-diphenyl-pyrimidin-4-one